CC1=CC=C(C=C1)S(=O)(=O)OC[C@@H]1N(CCCC1)C(=O)OCC1=CC=CC=C1 phenylmethyl (2R)-2-({[(4-methylphenyl)sulfonyl]oxy}methyl)-1-piperidinecarboxylate